16-Chloro-14-[(E)-3-(5-chloro-2-tetrazol-1-yl-phenyl)-acryloylamino]-12-oxo-8-oxa-11,17,18-triaza-tricyclo[13.3.1.02,7]nonadeca-1(19),2,4,6,15,17-hexaene-5-carboxylic Acid methyl ester COC(=O)C1=CC=C2C=3N=NC(=C(C(CC(NCCOC2=C1)=O)NC(\C=C\C1=C(C=CC(=C1)Cl)N1N=NN=C1)=O)C3)Cl